BrC=1C=CC=C2C(CC(OC12)C1=C(C=C(C=C1)Cl)F)(F)F 8-bromo-2-(4-chloro-2-fluoro-phenyl)-4,4-difluoro-chromane